(S)-(4-((8-(1-ethyl-3-(trifluoromethyl)-1H-pyrazol-4-yl)-6-((2-imino-3-methyl-2,3-dihydro-1H-imidazol-1-yl)methyl)-4-oxochroman-3-yl)methyl)cyclohexyl)carbamate C(C)N1N=C(C(=C1)C=1C=C(C=C2C([C@H](COC12)CC1CCC(CC1)NC([O-])=O)=O)CN1C(N(C=C1)C)=N)C(F)(F)F